Cl.ClC=1C=C(O[C@H]2CN(CC2)C(CC(=O)N[C@@H](C)C2=CC=C(C(=O)N)C=C2)(C)C)C=CC1 4-[(1S)-1-[[2-[(3R)-3-(3-Chlorophenoxy)pyrrolidin-1-yl]-2-methylpropane-carbonyl]amino]ethyl]benzamide, hydrochloride